C12(C(CC(CC1)C2(C)C)OP(O)(=O)OP(=O)(O)O)C.C(C)(C)(C)[Si](OC)(OC)C(C)CC tert-butyl-(sec-butyl)dimethoxysilane (+)-bornyl-diphosphate